Lead-Sulfide [Pb]=S